(2-fluorophenyl)(piperidin-4-yl)methanone hydrochloride Cl.FC1=C(C=CC=C1)C(=O)C1CCNCC1